5-chloro-2-(2,2-dimethyl-4-piperidyl)-1,3-benzothiazole ClC=1C=CC2=C(N=C(S2)C2CC(NCC2)(C)C)C1